((3-(((tert-butoxycarbonyl)amino)methyl)-4-chlorobenzyl)amino)-1H-pyrrole-2-carboxylic acid ethyl ester C(C)OC(=O)C=1N(C=CC1)NCC1=CC(=C(C=C1)Cl)CNC(=O)OC(C)(C)C